1-(4-methoxyphenyl)-3-acetoxy-4-(3-t-butyldimethylsilyloxy-1-propynyl)-2-azetidinone COC1=CC=C(C=C1)N1C(C(C1C#CCO[Si](C)(C)C(C)(C)C)OC(C)=O)=O